N-(5-chloro-2-(heptyloxy)phenyl)thiophene-2-carboxamide ClC=1C=CC(=C(C1)NC(=O)C=1SC=CC1)OCCCCCCC